1-(4-bromo-2-methoxy-phenyl)-3-methyl-urea BrC1=CC(=C(C=C1)NC(=O)NC)OC